3-(1-ethyl-2-methylindol-3-yl)-3-(4-diethylamino-2-n-hexyloxyphenyl)-4-azaphthalide C(C)N1C(=C(C2=CC=CC=C12)C1(OC(=O)C2=CC=CN=C12)C1=C(C=C(C=C1)N(CC)CC)OCCCCCC)C